COC1=CC(=NC=C1)/C=C/C1=CC=C(C=C1)O (E)-4-(2-(4-methoxypyridin-2-yl)vinyl)phenol